di(methyl)formamide CN(C=O)C